NC1=CC=C(C=C1)C1=NC(=C2C(=N1)N(N=C2C)C2OCCCC2)NCCN(C)C 6-(4-aminophenyl)-N-[2-(dimethylamino)ethyl]-3-methyl-1-(oxan-2-yl)pyrazolo[3,4-d]pyrimidin-4-amine